BrCC1=NC2=CC=C(C=C2N=C1CBr)C(=O)O 2,3-bis(bromomethyl)quinoxaline-6-carboxylic acid